FC(C1=CC=C(C=C1)N1N=C2C=CC=CC2=C1)(F)F 2-(4-(trifluoromethyl)phenyl)-2H-indazole